7-bromo-1-methyl-1,5-naphthyridin-2(1H)-one BrC1=CN=C2C=CC(N(C2=C1)C)=O